N-(2-fluorophenyl)-7-(6-(pyrrolidin-1-yl)pyridin-3-yl)quinazolin-4-amine FC1=C(C=CC=C1)NC1=NC=NC2=CC(=CC=C12)C=1C=NC(=CC1)N1CCCC1